BrC=1C=C(C=CC1OC[C@H](CCl)O)C(C)(C)C1=CC=C(OC[C@@H](CN2N=NC=C2CO)O)C=C1 (R)-1-(4-(2-(3-bromo-4-((R)-3-chloro-2-hydroxypropoxy)phenyl)propan-2-yl)phenoxy)-3-(5-(hydroxymethyl)-1H-1,2,3-triazol-1-yl)propan-2-ol